3-((2-(2-fluorophenyl)quinolin-4-yl)thio)propyl 2-oxo-2H-chromene-3-carboxylate O=C1OC2=CC=CC=C2C=C1C(=O)OCCCSC1=CC(=NC2=CC=CC=C12)C1=C(C=CC=C1)F